N-heptylphenyl-α-naphthylamine C(CCCCCC)N(C1=CC=CC2=CC=CC=C12)C1=CC=CC=C1